CN(C(C)=O)[C@@H]1CN(CCC1)C(=O)C1=CC=C2C(=CC(OC2=C1)=O)C1=C(C=CC=C1)C (S)-N-methyl-N-(1-(2-oxo-4-(o-tolyl)-2H-chromene-7-carbonyl)piperidin-3-yl)acetamide